CC(CCCO)=CCCCO 4-methyl-4-octene-1,8-diol